O=[Mg] Ketomagnesium